tert-butyl 3-iodobenzoate IC=1C=C(C(=O)OC(C)(C)C)C=CC1